1,1,1-trifluoro-N-[(trifluoromethyl)sulfonyl]-methanesulfonamide FC(S(=O)(=O)NS(=O)(=O)C(F)(F)F)(F)F